(S)-1-(5-(pyrazin-2-yl)-1H-pyrrole-2-carbonyl)-N-(3,4,5-trifluorophenyl)pyrrolidine-3-carboxamide N1=C(C=NC=C1)C1=CC=C(N1)C(=O)N1C[C@H](CC1)C(=O)NC1=CC(=C(C(=C1)F)F)F